COC1=CC=C(C=C1C=1C(CCCC1C)C)C=O 6-methoxy-2',6'-dimethyl-2',3',4',5'-tetrahydro-[1,1'-biphenyl]-3-carbaldehyde